CS(=O)(=O)C=1N=CC2=C(N1)NC(C=C2C#C[Si](C(C)C)(C(C)C)C(C)C)=O 2-(methylsulfonyl)-5-((triisopropylsilyl)ethynyl)pyrido[2,3-d]pyrimidin-7(8H)-one